N-[β-(phenylamino)-ethyl]-γ-aminopropyltriethoxysilane C1(=CC=CC=C1)NCCNCCC[Si](OCC)(OCC)OCC